[2,6-bis(2,6-dimethoxyphenyl)phenyl]-diphenylphosphine COC1=C(C(=CC=C1)OC)C1=C(C(=CC=C1)C1=C(C=CC=C1OC)OC)P(C1=CC=CC=C1)C1=CC=CC=C1